6-(4-cyanocyclohex-1-en-1-yl)quinoline-4-carboxylate C(#N)C1CC=C(CC1)C=1C=C2C(=CC=NC2=CC1)C(=O)[O-]